FC(F)(F)C(CC=CCC)(C(F)(F)F)C(F)(F)F tris(trifluoromethyl)hex-3-ene